2-((2-propylhexyl)oxy)ethane-1-ol C(CC)C(COCCO)CCCC